tert-butyl 4-boranyl-3,6-dihydro-2H-pyridine-1-carboxylate BC=1CCN(CC1)C(=O)OC(C)(C)C